C(CCCCC(=O)OC(CCCC=C)CCCC=C)(=O)OCC(COC(CCCN1CCCC1)=O)COC(CCCCC(OC(CCCC=C)CCCC=C)=O)=O 1-[2-({[6-Oxo-6-(undeca-1,10-dien-6-yloxy)hexanoyl]oxy}methyl)-3-{[4-(pyrrolidin-1-yl)butanoyl]oxy}propyl] 6-undeca-1,10-dien-6-yl hexanedioate